COC1=CC=C(C=C1)C(O[C@H]1[C@H]([C@@H]2CC(C[C@H]1[N+]2(C(C)C)C)NC(CCC(=O)O)=O)OC(C)=O)(C2=CC=CC=C2)C2=CC=C(C=C2)OC |o1:10,11,12,16| N-[(rel-(1R,3-endo,5S,6S,7R)-7-(bis(4-methoxyphenyl)(phenyl)methoxy)-6-acetoxy-8-methyl-8-(i-propyl)-8-azoniabicyclo[3.2.1]octane-3-yl)]succinamic acid